C(C1=CC=CC=C1)OC(=O)C1=C(NC(=C(C1C1=CSC2=NC=CC=C21)C(C)=O)C)C2CC2 5-acetyl-2-cyclopropyl-6-methyl-4-(thieno[2,3-b]pyridin-3-yl)-1,4-dihydropyridine-3-carboxylic acid benzyl ester